BrC=1C=C(C(=C2CCN(C12)C(\C=C\C)=O)F)F (E)-1-(7-bromo-4,5-difluoroindolin-1-yl)but-2-en-1-one